strontium-iron-boron [B].[Fe].[Sr]